ethyl (1r,3r)-3-(5-amino-4-carbamoyl-3-(2-phenylquinolin-7-yl)-1H-pyrazol-1-yl)-1-methylcyclobutane-1-carboxylate NC1=C(C(=NN1C1CC(C1)(C(=O)OCC)C)C1=CC=C2C=CC(=NC2=C1)C1=CC=CC=C1)C(N)=O